O=C1N(C(C=C1)=O)CCNC(C=CC=1[Te]C=CC1)=O N-(2-(2,5-dioxo-2,5-dihydro-1H-pyrrol-1-yl)ethyl)-3-(tellurophen-2-yl)propenamide